[Si](C1=CC=CC=C1)(C1=CC=CC=C1)(C(C)(C)C)OCC1C2(CC1C2)C(=O)O (((tert-butyldiphenylsilyl)oxy)methyl)bicyclo[1.1.1]pentane-1-carboxylic acid